2,2-dimethyl-4-oxo-3,7,10,13,16,19,22-heptaoxapentacosan-25-oic acid CC(C)(OC(CCOCCOCCOCCOCCOCCOCCC(=O)O)=O)C